C(C)(C)(C)OC(=O)N1C(CNC(C1)CN1[C@@H](COC[C@H]1C)C)C 5-((3R,5R)-3,5-dimethyl-morpholin-4-ylmethyl)-2-methyl-piperazine-1-carboxylic acid tert-butyl ester